ClC1=C(C(=CC=C1)F)CN1C(=NSC1=O)CC1CCC(CC1)(F)F 4-[(2-chloro-6-fluorophenyl)methyl]-3-[(4,4-difluorocyclohexyl)methyl]-4,5-dihydro-1,2,4-thiadiazol-5-one